N-(1-(1-(difluoromethyl)-1H-benzo[d]imidazol-2-yl)piperidin-4-yl)-3-(3-fluorophenyl)-1-methyl-N-(trifluoromethyl)-1H-indazol-6-amine FC(N1C(=NC2=C1C=CC=C2)N2CCC(CC2)N(C2=CC=C1C(=NN(C1=C2)C)C2=CC(=CC=C2)F)C(F)(F)F)F